3-(5-((2,3-difluoro-6-methoxyphenyl)methoxy-d)-2-fluoro-4-(methoxy-d3)phenyl)-2,4-dioxo-1,2,3,4-tetrahydrothieno[3,4-d]pyrimidine-5-carboxylic acid FC1=C(C(=CC=C1F)OC)C(OC=1C(=CC(=C(C1)N1C(NC=2C(C1=O)=C(SC2)C(=O)O)=O)F)OC([2H])([2H])[2H])[2H]